N1=C(N=CC=C1)N1[C@@H](C2=C(CC1)NC=N2)C2=NN1C(C=CC=C1C(F)(F)F)=C2 (S)-5-(pyrimidin-2-yl)-4-(7-(trifluoromethyl)pyrazolo[1,5-a]pyridin-2-yl)-4,5,6,7-tetrahydro-1H-imidazo[4,5-c]pyridine